cis-isodecdienal C(\C=C/C=CCCC(C)C)=O